diglycerol monobehenate C(CCCCCCCCCCCCCCCCCCCCC)(=O)O.OCC(O)CO.OCC(O)CO